chlorodi(p-methylphenyl)phosphine ClP(C1=CC=C(C=C1)C)C1=CC=C(C=C1)C